2-bromo-5-(piperidin-4-ylmethoxy)pyridine BrC1=NC=C(C=C1)OCC1CCNCC1